ClC=1C(=CC(=NC1)NC(=O)N[C@H]1CN(CCC1)S(=O)(=O)C)C1=C2N(N=C1)CC(C2)(C)C (R)-1-(5-chloro-4-(5,5-dimethyl-5,6-dihydro-4H-pyrrolo[1,2-b]pyrazol-3-yl)pyridin-2-yl)-3-(1-(methylsulfonyl)piperidin-3-yl)urea